ClC=1N=NC(=CN1)C1=CC=C(C=2N=CSC21)C=2C=NN(C2)C2OCCCC2 7-(3-chloro-1,2,4-triazin-6-yl)-4-(1-tetrahydropyran-2-ylpyrazol-4-yl)-1,3-benzothiazole